COC=1C=CC=2C3=C(C=NC2N1)COC(N3C=3C=C1CCN(C(C1=CC3)C(C)(C)C)S(=O)(=O)NC([O-])=O)=O ((6-(8-methoxy-2-oxo-2H-[1,3]oxazino[5,4-c][1,8]naphthyridin-1(4H)-yl)-tert-butyl 3,4-dihydroisoquinolin-2(1H)-yl)sulfonyl)carbamate